FC(N1N=CC(=C1)C1=C(N=C2N1N=C(C=C2C=2C=NC=CC2C(F)(F)F)N)C)F 3-(1-(Difluoromethyl)-1H-pyrazol-4-yl)-2-methyl-8-(4-(trifluoromethyl)pyridin-3-yl)imidazo[1,2-b]pyridazin-6-amine